(S)-N-((6-methoxy-1-(4-(trifluoromethyl)phenyl)-2,3-dihydro-1H-pyrido[2,3-b][1,4]oxazin-3-yl)methyl)acetamide COC=1C=CC2=C(O[C@H](CN2C2=CC=C(C=C2)C(F)(F)F)CNC(C)=O)N1